C(C1=CC=CC=C1)N1N(C(C=C1C)C)CC1=CC=CC=C1 1,2-dibenzyl-3,5-dimethyl-pyrazole